C(C)(C)(C)OC(=O)N1[C@@H](CN([C@H](C1)C)C1=NC(N(C2=CC=C(C=C12)C#N)C)=O)CC (2R,5S)-4-(6-cyano-1-methyl-2-oxo-1,2-dihydroquinazolin-4-yl)-2-ethyl-5-methylpiperazine-1-carboxylic acid tert-butyl ester